2-(ethylthio)-3,7-dihydro-4H-pyrrolo[2,3-H]quinazolin-4-one C(C)SC1=NC2=C3C(=CC=C2C(N1)=O)NC=C3